4-(ethylsulfanyl)-2-methyl-5,6-diphenyl-3(2H)-pyridazinone C(C)SC=1C(N(N=C(C1C1=CC=CC=C1)C1=CC=CC=C1)C)=O